C(C)(C)(C)C=1C=C(C=C(C1)F)[C@H](C)NC(=O)C1=CC=C2C=C(N(C2=C1)CC(C)C)C (S)-N-(1-(3-(tert-butyl)-5-fluorophenyl)ethyl)-1-isobutyl-2-methyl-1H-indole-6-carboxamide